4-amino-1-cyclopentyl-N-(isochroman-6-yl)-1H-pyrazolo[3,4-d]pyrimidine-3-carboxamide NC1=C2C(=NC=N1)N(N=C2C(=O)NC=2C=C1CCOCC1=CC2)C2CCCC2